Cl.C(N1CC(OCC1)C(=O)N)([2H])([2H])[2H] 4-(methyl-d3)morpholin-2-ylcarboxamide hydrochloride